Ethylsalicylamine C(C)NCC=1C(O)=CC=CC1